(S)-6-((1H-pyrazol-4-yl)oxy)-2-(3-(3-(fluoro(4-methyl-4H-1,2,4-triazol-3-yl)methyl)oxetan-3-yl)phenyl)-4-(trifluoromethyl)isoindolin-1-one N1N=CC(=C1)OC1=CC(=C2CN(C(C2=C1)=O)C1=CC(=CC=C1)C1(COC1)[C@@H](C1=NN=CN1C)F)C(F)(F)F